ethyl 3,3-bis(t-amylperoxy)-butyrate C(C)(C)(CC)OOC(CC(=O)OCC)(C)OOC(C)(C)CC